[C@H]12CC(C[C@H](CC1)N2)OC2=CC=C(N=N2)C2=C(C=C(C=C2)C=2C(=NNC2)C)O 2-(6-(((1R,3S,5S)-8-azabicyclo[3.2.1]octan-3-yl)oxy)pyridazin-3-yl)-5-(3-methyl-1H-pyrazol-4-yl)phenol